C(#N)C1=C(C=CC=C1)C=1SC(=CN1)C(=O)OCC ethyl 2-(2-cyanophenyl)thiazole-5-carboxylate